N-[(1S)-2-[[(1S)-2-amino-2-oxo-1-[[(3S)-2-oxo-3-piperidyl]methyl]ethyl]amino]-1-(cyclopropylmethyl)-2-oxo-ethyl]-5-methoxy-1H-pyrrolo[3,2-b]pyridine-2-carboxamide NC([C@H](C[C@H]1C(NCCC1)=O)NC([C@H](CC1CC1)NC(=O)C1=CC2=NC(=CC=C2N1)OC)=O)=O